C(CCCCCCC\C=C/CCCCCCCC)(=O)OC[C@@H](OC(CCCCCCC\C=C/CCCCCCCC)=O)COP(=O)(O)OCCN 1,2-dioleoyl-sn-glycero-3-phosphorylethanolamine